ClC1=CC(=C(N=N1)C(=O)N)NC1=C(C(=CC=C1)N1N=CC(=C1)P(=O)(C1CC1)C1CC1)OC 6-chloro-4-((3-(4-(dicyclopropylphosphoryl)-1H-pyrazol-1-yl)-2-methoxyphenyl)amino)pyridazine-3-carboxamide